benzyl (2s,4r)-1-(2-(1H-1,2,3-triazol-5-yl) acetyl)-4-fluoropyrrolidine-2-carboxylate N1N=NC=C1CC(=O)N1[C@@H](C[C@H](C1)F)C(=O)OCC1=CC=CC=C1